CN(C)CC=1C=C2CCN(CC2=C(C1)N[C@@H]1COCC1)C(=O)OC(C)(C)C t-butyl (S)-6-((dimethylamino)methyl)-8-((tetrahydrofuran-3-yl) amino)-3,4-dihydroisoquinoline-2(1H)-carboxylate